F[C@@H]1[C@@H]([C@H]2CN([C@@H]1CC2)C)OC2=CC=C(N=N2)C2=C(C=C(C=C2)N2C=NC=C2)O 2-(6-(((1R,4R,5R,6S)-6-fluoro-2-methyl-2-azabicyclo[2.2.2]octan-5-yl)oxy)pyridazin-3-yl)-5-(1H-imidazol-1-yl)phenol